NC1=C(C=C(C=C1)[C@@H]([C@H](C(=O)N1CCC(CC1)=C(F)F)NC(=O)C1=CN=NS1)C)F N-[(2R,3S)-3-(4-amino-3-fluorophenyl)-1-[4-(difluoromethylidene)piperidin-1-yl]-1-oxobutan-2-yl]-1,2,3-thiadiazole-5-carboxamide